FC1(C(C1C(N[C@H]1C[C@@H](OC2=CC=CC=C12)C(F)(F)F)=O)CN1C(NC(CC1=O)(CC)CC)=[NH2+])F [1-[[2,2-difluoro-3-[[(2R,4S)-2-(trifluoromethyl)chroman-4-yl]carbamoyl]cyclopropyl]methyl]-4,4-diethyl-6-oxo-hexahydropyrimidin-2-ylidene]ammonium